O-(hex-5-en-1-yl)hydroxylamine hydrochloride Cl.C(CCCC=C)ON